3-(3-amino-2-fluorobenzyl)-7-hydroxyspiro[benzo[e][1,3]oxazine-4,1'-cyclopropan]-2(3H)-one NC=1C(=C(CN2C(OC3=C(C=CC(=C3)O)C23CC3)=O)C=CC1)F